FC=1C=C(C=C(C1)F)S(=O)(=O)C=1OC2=C(C(C1)=O)C=CC=C2 (3,5-difluorophenyl)sulfonyl-4H-benzopyran-4-one